ethyl 4-chloro-1,7-naphthyridine-2-carboxylate ClC1=CC(=NC2=CN=CC=C12)C(=O)OCC